(+/-)-[2-(3,5-difluoro-4-{[3-(6-methylpyridazin-4-yl)-1H-pyrrolo[2,3-b]pyridin-4-yl]oxy}anilino)-5-fluoro-5,6-dihydro-4H-1,3-oxazin-5-yl]methanol FC=1C=C(NC=2OC[C@](CN2)(F)CO)C=C(C1OC1=C2C(=NC=C1)NC=C2C2=CN=NC(=C2)C)F |r|